BrC1=C2C(C3=C(CCNCC3)C(C2=C(C=C1)Br)=O)=O 7,10-dibromo-2,3,4,5-tetrahydro-1H-naphtho[2,3-d]azepine-6,11-dione